strontium ferrate OO.[O-][O-].[Fe].[Sr+2]